tert-Butyl 4-(7-bromo-5-fluoro-1,2,3,4-tetrahydro-1,2,4-benzotriazin-3-yl)piperidine-1-carboxylate BrC1=CC2=C(NC(NN2)C2CCN(CC2)C(=O)OC(C)(C)C)C(=C1)F